8-(3-Chloro-4-(2-chloro-3-(5-formyl-6-methoxypyridin-2-yl)phenyl)pyridin-2-yl)-4-oxo-4H-pyrido[1,2-a]pyrimidine-3-carbaldehyde ClC=1C(=NC=CC1C1=C(C(=CC=C1)C1=NC(=C(C=C1)C=O)OC)Cl)C1=CC=2N(C(C(=CN2)C=O)=O)C=C1